CN1C[C@H](CC1)CO (S)-(1-methylpyrrolidin-3-yl)methanol